BrC1=C(C=2N(C(=C1)C)C=NN2)NC2=C(C(=CC=C2C)OC)C 7-bromo-N-(3-methoxy-2,6-dimethylphenyl)-5-methyl-[1,2,4]triazolo[4,3-a]pyridin-8-amine